(4-bromo-2,5-difluoro-phenyl)-7-keto-6-methyl-1H-pyrrolo[2,3-c]pyridine-3-sulfonamide BrC1=CC(=C(C=C1F)N1C=C(C2=C1C(N(C=C2)C)=O)S(=O)(=O)N)F